N-(1-(3-(methylsulfonyl)-phenyl)-1H-indol-5-yl)acrylamide CS(=O)(=O)C=1C=C(C=CC1)N1C=CC2=CC(=CC=C12)NC(C=C)=O